FC(C1=CC=C(C=C1)C=1C2=C(N=C(N1)CNC(C=C)=O)C=CC=N2)(F)F N-((4-(4-(trifluoromethyl)phenyl)pyrido[3,2-d]pyrimidin-2-yl)methyl)acrylamide